ClC1=C(\C=N\OC(C(=O)OC)C)C=C(C(=C1)F)N1C(N(C(=CC1=O)C(F)(F)F)C)=O methyl 2-{[(E)-{2-chloro-4-fluoro-5-[3-methyl-2,6-dioxo-4-(trifluoromethyl)-3,6-dihydropyrimidin-1(2H)-yl]benzylidene} amino] oxy}propanoate